(4e)-4-aminohex-4-enoic acid N\C(\CCC(=O)O)=C\C